C(#N)C=1C=CC2=CN(N=C2C1)C(C(C(=O)[O-])(C)C)C1=C2C=CNC2=C(C=C1OC)C 3-(6-cyano-2H-indazol-2-yl)-3-(5-methoxy-7-methyl-1H-indol-4-yl)-2,2-dimethylpropanoate